(2-(2-((2-(3-bromophenyl)-2,2-difluoroethyl)amino)-2-oxoethoxy)phenyl)phosphonic acid BrC=1C=C(C=CC1)C(CNC(COC1=C(C=CC=C1)P(O)(O)=O)=O)(F)F